[K].C1CCC2=C(C=3CCCC3C=C12)NC(=O)NS(=O)(=O)N1CC2CCC(C1)N2C N-((1,2,3,5,6,7-Hexahydro-s-indacen-4-yl)carbamoyl)-8-methyl-3,8-diazabicyclo[3.2.1]octane-3-sulfonamide, potassium salt